FC1=C(C=C(C(=O)O)C=C1)S(=O)(=O)N1CCCCC1 4-fluoro-3-(1-piperidylsulfonyl)benzoic acid